4-bromo-7-chloro-1,3-benzothiazol-2-amine BrC1=CC=C(C2=C1N=C(S2)N)Cl